((2S,3R,4R)-2,3-dimethyl-4-((5-methylpyridin-3-yl)amino)-3,4-dihydroquinolin-1(2H)-yl)ethanone C[C@@H]1N(C2=CC=CC=C2[C@@H]([C@H]1C)NC=1C=NC=C(C1)C)C(C)=O